[Br-].C(CC)N1CN(C=C1)C 1-n-propyl-3-methylimidazole bromide salt